5-(4-(4-(3-chloro-2-methylphenyl)piperazin-1-yl)butoxy)-1,1a,3,7b-tetrahydro-2H-cyclopropa[c]quinolin-2-one ClC=1C(=C(C=CC1)N1CCN(CC1)CCCCOC=1C=CC=2C3C(C(NC2C1)=O)C3)C